CN1N=C(C=C1C)NC1=CC(=CN(C1=O)C)C1=CC=NC(=C1C=O)N1C(C=2C=C3CCCCN3C2CC1)=O 4-(5-(1,5-Dimethyl-1H-pyrazol-3-ylamino)-1-methyl-6-oxo-1,6-dihydropyridin-3-yl)-2-(1-oxo-3,4,6,7,8,9-hexahydropyrido[3,4-b]indolizin-2(1H)-yl)nicotinaldehyde